5-fluoro-2,3-indoledione FC=1C=C2C(C(NC2=CC1)=O)=O